1-benzhydryl-N,N-dimethyl-azetidine-2-carboxamide C(C1=CC=CC=C1)(C1=CC=CC=C1)N1C(CC1)C(=O)N(C)C